N1=CC(=CC=C1)CNC1=CC=C2C=NC(=NC2=C1)NC(=O)NC1=NC=CC=N1 1-(7-((Pyridin-3-ylmethyl)amino)quinazolin-2-yl)-3-(pyrimidin-2-yl)urea